NC1C(CNCC1)(F)F 4-amino-3,3-difluoropiperidin